N4-cyclohexyl-N6-(2-methoxy-4-morpholinophenyl)-1-(4-methoxybenzyl)-3-(1H-pyrazol-4-yl)-1H-pyrazolo[3,4-d]pyrimidine-4,6-diamine C1(CCCCC1)NC1=C2C(=NC(=N1)NC1=C(C=C(C=C1)N1CCOCC1)OC)N(N=C2C=2C=NNC2)CC2=CC=C(C=C2)OC